mono-1-hydroxy-2-naphthoic acid OC1=C(C=CC2=CC=CC=C12)C(=O)O